C[C@@H]1NC2=CC=C3C(=C2CC1)N=C(N3CC(NCC3CCOCC3)=O)CCN3C(C=CC=C3)=O (7S)-7-Methyl-3-({[(oxan-4-yl)methyl]carbamoyl}methyl)-2-[2-(2-oxo-1,2-dihydropyridin-1-yl)ethyl]-3H,6H,7H,8H,9H-imidazo[4,5-f]chinolin